C(CCCCCCCCC)NC\C=C/1\[C@@H]2CC[C@@H]([C@]2(CCC1)C)[C@@H](CCCC(C)(O)C)C (R)-6-{(1R,3aS,7aR,E)-4-[2-(Decylamino)ethylidene]-7a-methyloctahydro-1H-inden-1-yl}-2-methylheptan-2-ol